(S)-2-(1-(6-nitro-2-oxo-3,4-dihydroquinolin-1(2H)-yl)ethyl)benzonitrile [N+](=O)([O-])C=1C=C2CCC(N(C2=CC1)[C@@H](C)C1=C(C#N)C=CC=C1)=O